(E)-3-(5-(4-(2-(5-cyclopropyl-3-(3,5-dichloropyridin-4-yl)isoxazol-4-yl)vinyl)bicyclo[2.2.2]octan-1-yl)-1,2,4-oxadiazol-3-yl)benzoic acid C1(CC1)C1=C(C(=NO1)C1=C(C=NC=C1Cl)Cl)/C=C/C12CCC(CC1)(CC2)C2=NC(=NO2)C=2C=C(C(=O)O)C=CC2